ClC1=C(C=CC(=C1)Cl)NC1=NC(=CC(=N1)OCC1=C(C=CC=C1)\C(\C(=O)OC)=C/OC)C(F)(F)F methyl (αE)-2-[[[2-[(2,4-dichlorophenyl)amino]-6-(trifluoromethyl)-4-pyrimidinyl]oxy]methyl]-α-(methoxy-methylene)benzeneacetate